C(CCS(=O)(=O)O)S(=O)(=O)O 1,3-Propanedisulfonic acid